(1r,4r)-4-(2-(2-(dimethylamino)ethoxy)ethoxy)cyclohexan-1-amine CN(CCOCCOC1CCC(CC1)N)C